4-(1-Amino-3-(3-fluorophenyl)-8b-hydroxy-6,8-dimethoxy-1,2,3,8b-tetrahydro-3aH-cyclopenta[b]benzofuran-3a-yl)benzonitrile NC1CC(C2(OC3=C(C21O)C(=CC(=C3)OC)OC)C3=CC=C(C#N)C=C3)C3=CC(=CC=C3)F